O(C1=CC=CC=C1)CCNC(=O)N1C=NC2=C1C=CC=C2C(F)(F)F N-(2-Phenoxyethyl)-4-(trifluoromethyl)-1H-benzo[d]imidazole-1-carboxamide